[Zn].S1(=O)(=O)NC(=O)C2=CC=CC=C12 saccharine zinc